(R or S)-3-(4-{[6-fluoro-7-(8-methyl-2,3-dihydro-1H-pyrido[2,3-b][1,4]oxazin-7-yl)quinazolin-2-yl]amino}phenyl)-1-methylpyrrolidin-2-one FC=1C=C2C=NC(=NC2=CC1C1=C(C2=C(OCCN2)N=C1)C)NC1=CC=C(C=C1)[C@@H]1C(N(CC1)C)=O |o1:29|